CC1=C(NC=CC)C=C(C=C1)C 3-(2,5-dimethylanilino)-2-propen